20-Hexyl-2,12,12-trimethyl-6,10,15,17-tetraoxo-5,14,18-trioxa-2,9-diazaoctacosan-11-yl (2-hexyldecyl) glutarate C(CCCC(=O)OCC(CCCCCCCC)CCCCCC)(=O)OC(C(NCCC(OCCN(C)C)=O)=O)C(COC(CC(OCC(CCCCCCCC)CCCCCC)=O)=O)(C)C